C(C)(C)[C@](C(=O)O)(CCC(C=[N+]=[N-])=O)NC([C@H](CC1=CNC2=C(C=CC=C12)F)OC(C)=O)=O isopropyl-(S)-2-((S)-2-acetoxy-3-(7-fluoro-1H-indol-3-yl)propionamido)-6-diazo-5-oxohexanoic acid